5-bromo-7-cyclopropylpyrrolo[2,1-f][1,2,4]triazine-4-amine BrC=1C=C(N2N=CN=C(C21)N)C2CC2